5-(7,8-Dimethyl-[1,2,4]triazolo[1,5-a]pyridin-6-yl)-6-isopropyl-2-(6-(2-(methylsulfonyl)ethyl)-2,6-diazaspiro[3.3]hept-2-yl)-4H-pyrrolo[3,2-d]thiazole CC1=C(C=2N(C=C1C1=C(C=3N=C(SC3N1)N1CC3(C1)CN(C3)CCS(=O)(=O)C)C(C)C)N=CN2)C